C(C1=CC=CC=C1)(=O)OC1=CC=C(C=C1)S(=O)(=O)[O-].[Na+] sodium 4-benzoyloxybenzenesulfonate